Propan-1,3-diyl-bis(9-{[(4-chloro-2,6-dimethylphenyl)acetyl]amino}-1,5-dioxaspiro[5.5]undecan-9-carboxylat) C(CCC1OC2(OCC1)CCC(CC2)(C(=O)[O-])NC(CC2=C(C=C(C=C2C)Cl)C)=O)C2OC1(OCC2)CCC(CC1)(C(=O)[O-])NC(CC1=C(C=C(C=C1C)Cl)C)=O